(E)-2-((hydroxyimino)methyl)-1-methyl-4-phenylpyridin-1-ium O\N=C\C1=[N+](C=CC(=C1)C1=CC=CC=C1)C